2-(3-chloro-4-methylphenylamino)-1,4-naphthoquinone ClC=1C=C(C=CC1C)NC=1C(C2=CC=CC=C2C(C1)=O)=O